5-chloro-2-((6-(4-(4-methylpiperazin-1-yl)piperidin-1-yl)pyridin-3-yl)amino)pyrimidine ClC=1C=NC(=NC1)NC=1C=NC(=CC1)N1CCC(CC1)N1CCN(CC1)C